4-((3-bromo-2-fluorophenyl)amino)-N-(6-((6-chloro-1,2,3,4-tetrahydroacridin-9-yl)amino)hexyl)quinazoline-7-carboxamide BrC=1C(=C(C=CC1)NC1=NC=NC2=CC(=CC=C12)C(=O)NCCCCCCNC=1C2=CC=C(C=C2N=C2CCCCC12)Cl)F